C(C)(C)(C)OC(=O)N(C1CCC(CC1)CC(=O)N[C@@H](CC1=C(C(=CC=C1)C(=O)OC(C)(C)C)OC)B(O)O)CCNS(=O)(=O)C [(1R)-1-[[2-[4-[tert-butoxycarbonyl-[2-(methanesulfonamido)ethyl]amino]cyclohexyl]acetyl]amino]-2-(3-tert-butoxycarbonyl-2-methoxy-phenyl)ethyl]boronic acid